C(CCC)C1=NC2(C(N1CC1=CC(=C(C=C1)C=1C(=CC=CC1)S(=O)(=O)NC1=NOC(=C1C)C)COCC)=O)CCN(CC2)C(CCF)=O 4'-((2-butyl-8-(3-fluoropropanoyl)-4-oxo-1,3,8-triazaspiro[4.5]dec-1-en-3-yl)methyl)-N-(4,5-dimethylisoxazol-3-yl)-2'-(ethoxymethyl)-[1,1'-biphenyl]-2-sulfonamide